7-isopropyl-7H-imidazo[4,5-c]Pyridazine C(C)(C)N1C=NC2=C1N=NC=C2